C(C)(C)(C)N1C[C@H]([C@@H](C1)C1=CC=C(C=C1)Cl)C(=O)N1C[C@H](C[C@H]1C(=O)N1CCOCC1)N(C(CCC)=O)C1CCC(CC1)C N-((3S,5S)-1-((3S,4R)-1-(tert-butyl)-4-(4-chlorophenyl)pyrrolidine-3-carbonyl)-5-(morpholine-4-carbonyl)pyrrolidin-3-yl)-N-((1s,4R)-4-methylcyclohexyl)butyramide